ClC=1C=C(OC2=CC(=C(C=C2)NC(OCC=2C(=C3C(N(CC3=CC2)C2C(NC(CC2)=O)=O)=O)OC)=O)F)C=CC1Cl [2-(2,6-dioxopiperidin-3-yl)-4-methoxy-3-oxo-2,3-dihydro-1H-isoindol-5-yl]methyl N-[4-(3,4-dichlorophenoxy)-2-fluorophenyl]carbamate